5-(2-((tert-butyldimethylsilyl)oxy)ethoxy)pyridine [Si](C)(C)(C(C)(C)C)OCCOC=1C=CC=NC1